N-[2-[4-[3,5-dimethyl-1-(2-trimethylsilyl-ethoxymethyl)pyrazol-4-yl]anilino]-1-[(1S)-5-fluorotetralin-1-yl]-2-oxo-ethyl]-2-methyl-pyrazole-3-carboxamide CC1=NN(C(=C1C1=CC=C(NC(C([C@H]2CCCC3=C(C=CC=C23)F)NC(=O)C=2N(N=CC2)C)=O)C=C1)C)COCC[Si](C)(C)C